ClC=1C(=NC=C(C1)C(F)(F)F)N1N=C(C(=C1F)C(F)(F)F)OC 1-(3-chloro-5-trifluoromethyl-2-pyridyl)-5-fluoro-3-methoxy-4-trifluoromethylpyrazole